8-fluoro-6,6-dimethyl-6,12-dihydroindolo[2,1-b]quinazolin-12-one FC=1C=C2C(C3=NC4=CC=CC=C4C(N3C2=CC1)=O)(C)C